3-chloro-1-[(cyanomethyl)amino]-6-{[6-(3-hydroxyoxetan-3-yl)-2-methylpyridin-3-yl]methyl}-5,6,7,8-tetrahydro-2,6-naphthyridine-4-carbonitrile ClC=1N=C(C=2CCN(CC2C1C#N)CC=1C(=NC(=CC1)C1(COC1)O)C)NCC#N